Ethyl 2-(7,8-dimethyl-[1,2,4]triazolo[1,5-a]pyridin-6-yl)-3-isopropyl-5-(piperidin-4-yl)-1H-indole-1-carboxylate trifluoroacetate FC(C(=O)O)(F)F.CC1=C(C=2N(C=C1C=1N(C3=CC=C(C=C3C1C(C)C)C1CCNCC1)C(=O)OCC)N=CN2)C